ClC=1C=C(C[C@H]2C[C@@H](NC2)C(=O)N[C@H](C(=O)NCC2=CC=C(C=C2)C(=N)NC(OCC2=CC=CC=C2)=O)C)C=CC1F benzyl ((4-(((S)-2-((2R,4S)-4-(3-chloro-4-fluorobenzyl)pyrrolidine-2-carboxamido)propanamido)methyl)phenyl)(imino)methyl)carbamate